C(C1=CC=CC=C1)[C@H](NC([C@@H](NC(OCC1C2=CC=CC=C2C=2C=CC=CC12)=O)CCC(C=[N+]=[N-])=O)=O)C(NCCOCCOCCOCCOCCC(=O)OCC=C)=O Allyl (5S,8S)-8-benzyl-5-(4-diazo-3-oxobutyl)-1-(9H-fluoren-9-yl)-3,6,9-tri-oxo-2,13,16,19,22-pentaoxa-4,7,10-triazapentacosan-25-oate